N(/N)=C(/C)\C1=NC=CC=C1 (E)-2-(1-hydrazonoethyl)pyridine